CC(C(C)C)C 1,1,2,2-tetramethylethane